3-(3-(5-tert-butylisoxazol-3-yl)ureido)-N-(2-hydroxyethyl)-8-methyl-2,3,4,9-tetrahydro-1H-carbazole-5-carboxamide C(C)(C)(C)C1=CC(=NO1)NC(NC1CCC=2NC=3C(=CC=C(C3C2C1)C(=O)NCCO)C)=O